(5-amino-3-(5-fluoropyridin-2-yl)-1H-1,2,4-triazol-1-yl)(4-(4-isopropylpiperazin-1-yl)naphthalen-1-yl)methanone NC1=NC(=NN1C(=O)C1=CC=C(C2=CC=CC=C12)N1CCN(CC1)C(C)C)C1=NC=C(C=C1)F